FC1=C(C=C(C=C1)C1=NOC(=C1)[C@]1(C(N(CC1)C)=O)O)C1=NC=C(C(=N1)C(=O)N)NC1COC1 (R)-2-(2-Fluoro-5-(5-(3-hydroxy-1-methyl-2-oxopyrrolidin-3-yl)isoxazol-3-yl)phenyl)-5-(oxetan-3-ylamino)pyrimidine-4-carboxamide